3-(1-(5-methoxy-4-nitro-2-vinylphenyl)piperidin-4-yl)-1,3-oxazepin-2-one COC=1C(=CC(=C(C1)N1CCC(CC1)N1C(OC=CC=C1)=O)C=C)[N+](=O)[O-]